F[C@H]1CN(CC[C@H]1NC=1C=2C=C(N(C2C=CC1)CC(F)(F)F)C1=NOC(=N1)CNC1=C2C=CN(C2=CC=C1)C)C N-[(3S,4R)-3-fluoro-1-methyl-4-piperidyl]-2-[5-[[(1-methylindol-4-yl)amino]methyl]-1,2,4-oxadiazol-3-yl]-1-(2,2,2-trifluoroethyl)indol-4-amine